FC=1C=C(C=C(C1F)F)C(CC)=O 1-(3,4,5-trifluorophenyl)propan-1-one